CN1N=CC(=C1)N(S(=O)(=O)NC([O-])=O)C[C@@H]1OCCC1 N-[(1-Methylpyrazol-4-yl)-[[(2R)-tetrahydrofuran-2-yl]methyl] sulfamoyl]-carbamate